CP(=O)(C)C1=C2C=CN(C2=CC(=C1OC=1C=C(C=CC1)C=1SC=C(N1)CC=1C=C(C=CC1)CCC(=O)OCC)F)S(=O)(=O)C1=CC=C(C)C=C1 Ethyl 3-(3-((2-(3-((4-(dimethylphosphoryl)-6-fluoro-1-tosyl-1H-indol-5-yl)oxy)phenyl)thiazol-4-yl)methyl)phenyl)propanoate